β-Mercapto-ethylamine SCCN